N-(4-(4-amino-1-isopropyl-7-(4(S)-((1-methoxypropane-2(R)-yl)amino)cyclohex-1-en-1-yl)-1H-pyrazolo[4,3-c]pyridin-3-yl)-2-fluorophenyl)-1-(2-chlorophenyl)methanesulfonamide NC1=NC=C(C2=C1C(=NN2C(C)C)C2=CC(=C(C=C2)NS(=O)(=O)CC2=C(C=CC=C2)Cl)F)C2=CC[C@H](CC2)N[C@@H](COC)C